CNC(C1=C(C=CC=C1)SC1=CC=C2C(=NNC2=C1)\C=C\C1=NC=CC=C1)=O N-methyl-2-[3-((E)-2-pyridin-2-yl-vinyl)-1H-indazol-6-ylthio]-benzamide